(R)-6-(tert-butyl)-3-(cyclopropylmethoxy)-2-methoxyl-methyl-10-oxo-6,10-dihydro-5H-pyrido[1,2-h][1,7]Naphthyridine-9-carboxylic acid C(C)(C)(C)[C@H]1CC=2C(=C(C(=NC2C=2N1C=C(C(C2)=O)C(=O)O)OC)OCC2CC2)C